C1(=CC=CC=C1)C=1N=C(OC1C1=CC=CC=C1)CCC(=O)O 4,5-diphenyloxazol-2-propionic acid